CC1=CC=C(N=N1)C(=O)N1CCC(CC1)C1=C(C=CC=C1)C(F)(F)F (6-methylpyridazin-3-yl)(4-(2-(trifluoromethyl)phenyl)piperidin-1-yl)methanone